C(CCC)[Sn](C=1N(C=CN1)COCC[Si](C)(C)C)(CCCC)CCCC 2-(tributylstannyl)-1-((2-(trimethylsilyl)ethoxy)methyl)-1H-imidazole